ClC1=C(C=C(C=2C3=C(NC12)C(CNC(C3)=O)CC(C)=O)C3=NN(N=C3)C)Cl 7,8-dichloro-10-(2-methyl-2H-1,2,3-triazol-4-yl)-5-(2-oxopropyl)-3,4,5,6-tetrahydroazepino[4,5-b]indol-2(1H)-one